C(C1=CC=CC=C1)(=O)OC(C1=CC(=CC=C1)OC)C=1N(C=2CC(CC(C2C1)=O)(C)C)C1=CC=CC=C1 (6,6-dimethyl-4-oxo-1-phenyl-4,5,6,7-tetrahydro-1H-indol-2-yl)(3-methoxyphenyl)methyl benzoate